N1(CCOCC1)C(=O)OC1=C(N=NC(=C1)Cl)OC1=C(C=CC=C1C)C1CC1 6-chloro-3-(2-cyclopropyl-6-methylphenoxy)-4-pyridazinyl 4-morpholinecarboxylate